rac-(1r,2r,3s,4r,5s)-5-hydroxy-3-(1-methyl-3-(trifluoromethyl)-1H-pyrazol-5-yl)-N-(4-methyl-3-(trifluoromethyl)phenyl)-7-oxabicyclo[2.2.1]heptane-2-carboxamide O[C@@H]1[C@H]2[C@@H]([C@H]([C@@H](C1)O2)C(=O)NC2=CC(=C(C=C2)C)C(F)(F)F)C2=CC(=NN2C)C(F)(F)F |r|